C(C)(=O)N[C@H]1[C@H](OC2=CC=C(C=C2)[N+](=O)[O-])O[C@@H]([C@H]([C@@H]1O)O)CO p-Nitrophenyl 2-acetamido-2-deoxy-β-D-glucopyranoside